di-tert-butyl 3-benzyl-3,6,7-triazabicyclo[3.2.1]octane-6,7-dicarboxylate C(C1=CC=CC=C1)N1CC2N(N(C(C1)C2)C(=O)OC(C)(C)C)C(=O)OC(C)(C)C